CN1N=CC2=C1C(=NN(C2=O)CC(=O)N[C@@H](C)C2=CC=C(C=C2)OC(F)(F)F)C (S)-2-(1,7-dimethyl-4-oxo-1,4-dihydro-5H-pyrazolo[3,4-d]pyridazin-5-yl)-N-(1-(4-(trifluoromethoxy)phenyl)ethyl)acetamide